FC1=C(C(=CC=2SC(=CC21)C(C=C(C)C)=O)OC)O 1-(4-Fluoro-5-hydroxy-6-methoxybenzo[b]thiophen-2-yl)-3-methylbut-2-en-1-one